4-(2-aminopropan-2-yl)-2-{6-[(5S)-5-methyl-6,7-dihydro-5H-pyrrolo[2,1-c][1,2,4]triazol-3-yl]pyridin-2-yl}-6-[(2R)-2-methylpyrrolidin-1-yl]-2,3-dihydro-1H-pyrrolo[3,4-c]pyridin-1-one NC(C)(C)C1=NC(=CC2=C1CN(C2=O)C2=NC(=CC=C2)C=2N1C(=NN2)CC[C@@H]1C)N1[C@@H](CCC1)C